BrCC(=O)C=1C=NC(=NC1)C1CC1 2-bromo-1-(2-cyclopropylpyrimidin-5-yl)ethan-1-one